COC(=O)C1NS(OC2=C1C=CC=C2)(=O)=O 3,4-dihydrobenzo[e][1,2,3]oxathiazine-4-carboxylic acid methyl ester 2,2-dioxide